P(O)(O)=O.P(O)(O)=O.C(C1=CC=CC=C1)(=O)C1=CC=CC=C1.C(C1=CC=CC=C1)(=O)C1=CC=CC=C1.C(C1=CC=CC=C1)(=O)C1=CC=CC=C1.C(C1=CC=CC=C1)(=O)C1=CC=CC=C1 tetra-benzophenone bisphosphonate